5-(1-cyano-1-methyl-ethyl)thiophene-2-carboxylic acid C(#N)C(C)(C)C1=CC=C(S1)C(=O)O